N=1C=NN2C1C=C(C=C2)OC2=C(C=C(C=C2)NC2=NC=NC=1C=C3C(=CC21)N2[C@H](CO3)CN(CC2)C(C#CC)=O)C (S)-1-(11-((4-([1,2,4]triazolo[1,5-a]pyridin-7-yloxy)-3-methylphenyl)amino)-1,2,4a,5-tetrahydropyrazino[1',2':4,5][1,4]oxazino[3,2-g]quinazolin-3(4H)-yl)but-2-yn-1-one